C(CC)OC(C(=C)C)=O.C(CCCCC)OC(C(=C)C)=O.COC=1C=C(C=C(C1OC1=CC(=C(C=C1)N)C)OC)C1(C2=CC=CC=C2C=2C=CC=CC12)C1=CC(=C(C(=C1)OC)OC1=CC(=C(C=C1)N)C)OC 9,9-bis[3,5-dimethoxy-4-(3-methyl-4-aminophenoxy)phenyl]fluorene hexyl-methacrylate propyl-methacrylate